N=1C(C=C2C=CC=CC12)=O E-2-indolone